COC1CC2(CN(C2)C2=NC(=CC3=C2N=C(N=C3)NC3CCN(CC3)S(=O)(=O)C)C)C1 8-(6-methoxy-2-azaspiro[3.3]heptan-2-yl)-6-methyl-N-(1-(methylsulfonyl)piperidin-4-yl)pyrido[3,4-d]pyrimidin-2-amine